C(C)(=O)O[C@H](CCCC)C1=C(C(=O)O)C=CC=C1 R-2-(1-acetoxy-n-pentyl)benzoic acid